C(OCC(F)F)([O-])=O 2,2-difluoroethyl carbonate